CC/C=C\\C/C=C\\C/C=C\\CCCCCCCCCC(=O)[O-] The molecule is a polyunsaturated fatty acid anion that is the conjugate base of (11Z,14Z,17Z)-icosatrienoic acid, obtained by deprotonation of the carboxy group; major species at pH 7.3. It has a role as a human metabolite. It is a conjugate base of an all-cis-icosa-11,14,17-trienoic acid.